3,4-Dihydro-2H-1,4-benzoxazin-4-amine O1CCN(C2=C1C=CC=C2)N